N=1C=NN2C1C=CC(=C2)C=2C=CN1N=C(N=C(C12)OC)NC1CC(C1)(N)C trans-N1-(5-([1,2,4]Triazolo[1,5-a]pyridin-6-yl)-4-methoxypyrrolo[2,1-f][1,2,4]triazin-2-yl)-3-methylcyclobutane-1,3-diamine